Cl.C(#N)C=1N=C(OC1NC(OCCCN(C)C)=O)C1=C(C(=CC(=C1)Cl)Cl)Cl 3-(dimethylamino)propyl (4-cyano-2-(2,3,5-trichlorophenyl)oxazol-5-yl)carbamate hydrochloride